FC1=CC=C(C=C1)N1N=NC(=C1)COCC=1C(=C(C=CC1)C1=CC=CC=C1)C 1-(4-fluorophenyl)-4-(((2-methylbiphenyl-3-yl)methoxy)methyl)-1H-1,2,3-triazole